C(C)C=1C(NC2=CC(=CN=C2C1)CN1CCN(CC1)C=1C=NC=2N(C1)C=CC2NC)=O 3-ethyl-7-((4-(8-(methylamino)pyrrolo[1,2-a]pyrimidin-3-yl)piperazin-1-yl)methyl)-1,5-naphthyridin-2(1H)-one